N[C@H]1[C@@H]2N(C[C@H]1CC2)C(=O)C2=CC1=C(N(C(=N1)C=1N(C3=C(C=CC=C3C1)C1CN(CCC1)C(C)=O)CC1CC1)C)C(=C2)OC 1-[3-(2-{5-[(1R,4R,7R)-7-amino-2-azabicyclo[2.2.1]heptane-2-carbonyl]-7-methoxy-1-methyl-1H-1,3-benzodiazol-2-yl}-1-(cyclopropylmethyl)-1H-indol-7-yl)piperidin-1-yl]ethan-1-one